3-[7-([[(2R,3S)-3-[(tert-butoxycarbonyl)amino]-5-carbamoylpentan-2-yl]oxy]methyl)naphthalen-2-yl]propanoic acid C(C)(C)(C)OC(=O)N[C@H]([C@@H](C)OCC1=CC=C2C=CC(=CC2=C1)CCC(=O)O)CCC(N)=O